triethylsilyl-imidazole C(C)[Si](CC)(CC)C=1NC=CN1